NC1=CC=C(C=C1)N1N=C(C(=C1)NC(=O)C=1N=C(OC1)C1=CC(=NC=C1)N(C(OC(C)(C)C)=O)CC1CC1)C(N)=O Tert-butyl N-[4-[4-[[1-(4-aminophenyl)-3-carbamoyl-pyrazol-4-yl]carbamoyl]oxazol-2-yl]-2-pyridyl]-N-(cyclopropylmethyl)carbamate